tert-butyl 6-(2-((4-(2-((3-amino-6-(2-hydroxyphenyl)pyridazin-4-yl)oxy)ethyl)benzyl)amino)-2-oxoethyl)-2,6-diazaspiro[3.3]heptane-2-carboxylate NC=1N=NC(=CC1OCCC1=CC=C(CNC(CN2CC3(CN(C3)C(=O)OC(C)(C)C)C2)=O)C=C1)C1=C(C=CC=C1)O